COCCN(C1=CC=C(C=C1)N)C N1-(2-methoxyethyl)-N1-methyl-benzene-1,4-diamine